(R)-tert-butyl-2-(tert-butyldimethylsilyloxy)-3-hydroxypropylcarbamate C(C)(C)(C)OC(NC[C@H](CO)O[Si](C)(C)C(C)(C)C)=O